1-(2-Amino-4-bromophenyl)ethanone 2,3-dihydroxybenzoate OC1=C(C(=O)O)C=CC=C1O.NC1=C(C=CC(=C1)Br)C(C)=O